9-phenyl-10-(p-tolyl)anthracene C1(=CC=CC=C1)C=1C2=CC=CC=C2C(=C2C=CC=CC12)C1=CC=C(C=C1)C